S(=O)(=O)(O)O.C[C@@]12C=CC[C@H]1[C@@H]1CCC3CCCC[C@]3(C)[C@H]1CC2 androstene sulfate